FC([C@@H]1CNCCO1)(F)F (S)-2-(trifluoromethyl)morpholine